C(C)(C)(C)C=1C(=NC=CC1)C1=NC=CC=C1Br 3-tert-butyl-3'-bromo-2,2'-bipyridine